benzyl (2R,4R)-4-(iodomethyl)-4-methyl-5-oxo-2-phenyl-oxazolidine-3-carboxylate IC[C@@]1(N([C@H](OC1=O)C1=CC=CC=C1)C(=O)OCC1=CC=CC=C1)C